COC1=CC=C(C(C2=CC=C(C=C2)OC)(C2=CC=CC=C2)OC[C@@H]2[C@H](C[C@@H](O2)N2C(=O)N=C(NC(C3=CC=CC=C3)=O)C(=C2)C)OP([O-])([O-])(N(C(C)C)C(C)C)CCC#N)C=C1 (5'-O-(4,4'-dimethoxytrityl)-2'-deoxy N4-benzoyl-5-methylcytidin-3'-O-yl)-2-cyanoethyl-N,N-diisopropylphosphoramidite